N-(4-(N-(3-fluorobenzyl)sulfamoyl)phenyl)-2-(pyridin-4-yl)cyclopropane-1-carboxamide 3-(3-benzyloxypropoxy)propyl-4-methylbenzenesulfonate C(C1=CC=CC=C1)OCCCOCCCOS(=O)(=O)C1=CC=C(C=C1)C.FC=1C=C(CNS(=O)(=O)C2=CC=C(C=C2)NC(=O)C2C(C2)C2=CC=NC=C2)C=CC1